8-chloro-N-(4,4-difluorocyclohexyl)-1-[trans-4-(pyridin-2-yloxy)cyclohexyl]-5,6-dihydro-4H-[1,2,4]triazolo[4,3-a]benzazepine-5-amine ClC=1C=CC2=C(CC(CC=3N2C(=NN3)[C@@H]3CC[C@H](CC3)OC3=NC=CC=C3)NC3CCC(CC3)(F)F)C1